COC1=CC=C(C=C1)C(OC[C@@H]1[C@H]([C@H]([C@@H](O1)CCCNC(CCCCCCCCCCCCCCCCCCCCC)=O)OC)O)(C1=CC=CC=C1)C1=CC=C(C=C1)OC N-(3-((2S,3R,4R,5R)-5-((bis(4-methoxyphenyl)(phenyl)methoxy)methyl)-4-hydroxy-3-methoxytetrahydrofuran-2-yl)propyl)docosanamide